C(=C)C1CC(=O)OC1 β-vinyl-γ-butyrolactone